3,4,5-trifluoro-phenylboronic acid pinacol ester FC=1C=C(C=C(C1F)F)B1OC(C)(C)C(C)(C)O1